C1(CC1)N1[C@H](CN(CC1)C1CCN(CC1)C1=C(C=C(C(=C1)OC)NC1=NC=NC(=C1)N1OCC[C@@H]1C1=C(C(=CC=C1F)F)F)NC(C=C)=O)C N-(2-(4-((S)-4-cyclopropyl-3-methylpiperazine-1-yl)piperidine-1-yl)-4-methoxy-5-((6-((R)-3-(2,3,6-trifluorophenyl)isoxazolidine-2-yl)pyrimidine-4-yl)amino)phenyl)acrylamide